[Si](C)(C)(C(C)(C)C)OCCCC(C(C)C)N1CC2(C1)CN(CC2)C=2N=CN=NC2OC2=C(C(=O)N(C(C)C)CC)C=C(C=C2)F 2-((5-(2-(6-((tert-butyldimethylsilyl)oxy)-2-methylhexan-3-yl)-2,6-diazaspiro[3.4]octan-6-yl)-1,2,4-triazin-6-yl)oxy)-N-ethyl-5-fluoro-N-isopropylbenzamide